n-octadecyl-dodecyl-bis-(2-ethoxyethoxy)silane C(CCCCCCCCCCCCCCCCC)[Si](OCCOCC)(OCCOCC)CCCCCCCCCCCC